N1=CC(=CC(=C1)C1(CC1)C=1NC(C2=C(N1)CCN(C2)C([C@H](O)C2=CC(=CC=C2)Cl)=O)=O)C=2C=NC=CC2 (R)-2-(1-([3,3'-bipyridyl]-5-yl)cyclopropyl)-6-(2-(3-chlorophenyl)-2-hydroxyacetyl)-5,6,7,8-tetrahydropyrido[4,3-d]pyrimidin-4(3H)-one